5-acetyl-3-methoxy-7-methylquinoline-2-carbonitrile C(C)(=O)C1=C2C=C(C(=NC2=CC(=C1)C)C#N)OC